N1(N=CC=C1)CCNC(=O)C1=NOC(=C1)C1=CC=C(C=C1)F N-(2-(1H-pyrazol-1-yl)ethyl)-5-(4-fluorophenyl)isoxazole-3-carboxamide